The molecule is the tetracation of YoYo-1 dye. It has a role as a fluorochrome. It is a cyanine dye, a quaternary ammonium ion, a benzoxazolium ion and a quinolinium ion. CN1/C(=C/C2=CC=[N+](C3=CC=CC=C23)CCC[N+](CCC[N+](CCC[N+]4=CC=C(C5=CC=CC=C45)/C=C/6\\OC7=CC=CC=C7N6C)(C)C)(C)C)/OC8=CC=CC=C18